C(C)(C)(C)OC(=O)N1CC(=CC1)C1=C(C=C(C=C1)[N+](=O)[O-])C[S@](=O)C.N1NCC=2N=CN=CC21 |r| dihydro-1H-pyrazolo[4,3-d]pyrimidine (±)-tert-butyl-3-(2-(methylsulfinylmethyl)-4-nitrophenyl)-2,5-dihydro-1H-pyrrole-1-carboxylate